3-(5-fluoropyridin-3-yl)-4-(trifluoromethyl)aniline FC=1C=C(C=NC1)C=1C=C(N)C=CC1C(F)(F)F